C1(=CC=CC=C1)NC(=O)C1=CC2=C(N=C(N2)C2=CC=C(C=C2)N)C=C1 2-(4-amino-phenyl)-3H-benzimidazole-5-carboxylic acid phenylamide